1-butyl-3-methylimidazolium iodonium salt [IH2+].C(CCC)N1C=[N+](C=C1)C